CC=1C(=NC=C(C(=O)N)C1)NC1=NC=C2N(C(N(C2=N1)C1CCOCC1)=O)C 5-methyl-6-((7-methyl-8-oxo-9-(tetrahydro-2H-pyran-4-yl)-8,9-dihydro-7H-purin-2-yl)amino)nicotinamide